ClC1=CC=C(C=C1)C1=NC(C=2N(C3=C1C(=C(S3)C)C)C(=NN2)C)CC(=O)O 4-(4-chlorophenyl)-2,3,9-trimethyl-6H-thieno[3,2-f][1,2,4]triazolo[4,3-a][1,4]diazepin-6-acetic acid